2-amino-9-hydroxymethyl-3-oxo-3H-phenoxazine-1-carboxylic acid 1-(5-chloro-2-methylphenyl)-1H-[1,2,3]triazol-4-ylmethyl ester ClC=1C=CC(=C(C1)N1N=NC(=C1)COC(=O)C1=C(C(C=C2OC3=CC=CC(=C3N=C12)CO)=O)N)C